COC=1C=CC(=NC1)COC=1C=CC2=C(N=C(O2)N2CCN(CC2)C(=O)OC(C)(C)C)C1 tert-Butyl 4-{5-[(5-methoxypyridin-2-yl)methoxy]-1,3-benzoxazol-2-yl}piperazine-1-carboxylate